C(C)OC(=O)C=1N(C2=CC=C(C=C2C1)N1C(NC=2C1=NC=CC2)=O)COCC[Si](C)(C)C 5-(2-oxo-1H-imidazo[4,5-b]pyridin-3(2H)-yl)-1-((2-(trimethylsilyl)ethoxy)methyl)-1H-indole-2-carboxylic acid ethyl ester